Cl.C(C1=CC=CC=C1)OC1=NC(=CC=C1C1=NN(C2=C(C(=CC=C12)C=1CCNCC1)F)C)OCC1=CC=CC=C1 3-(2,6-bis(benzyloxy)pyridin-3-yl)-7-fluoro-1-methyl-6-(1,2,3,6-tetrahydropyridin-4-yl)-1H-indazole-hydrochloride